FC(CNC1=NC(N(C2=CC(=CC=C12)C(F)(F)F)C=1C(=NC=CC1)C)=O)F 4-((2,2-difluoroethyl)amino)-1-(2-methylpyridin-3-yl)-7-(trifluoromethyl)-quinazolin-2(1H)-one